2-propylbis-(1-heptyl)phosphine CC(C)P(CCCCCCC)CCCCCCC